FC1=C(CN2C=[N+](C3=C2C(C2=CC=CC=C2C3=NO)=O)C)C=CC=C1 (E) or (Z)-1-(2-fluorobenzyl)-4-(hydroxyimino)-3-methyl-9-oxo-4,9-dihydro-1H-naphtho[2,3-d]imidazol-3-ium